2-[5-methyl-3-(trifluoromethyl)-1H-pyrazol-1-yl]ethanone CC1=CC(=NN1CC=O)C(F)(F)F